N[C@@H]1C[C@H](N(C1)C(=O)C=1N=C2N(C=C(C=C2)Cl)C1)C=1SC=C(N1)C(=O)NCC1=CC=C(C=C1)CN 2-((2S,4R)-4-amino-1-(6-chloroimidazo[1,2-a]pyridine-2-carbonyl)pyrrolidin-2-yl)-N-(4-(aminomethyl)benzyl)thiazole-4-carboxamide